amino-methyltrifluoroborate NC[B-](F)(F)F